ClCC1=C(C=CC(=C1)CCl)OC 2,4-dichloromethyl-anisole